COC1=CC=NC(=C1)C 4-methoxy-6-methylpyridin